N(=[N+]=[N-])CCN1N=C(C=C1C(CCCCOC)=O)Br 1-[2-(2-azidoethyl)-5-bromo-pyrazol-3-yl]-5-methoxy-pentan-1-one